iron (III) tris(n-butylethylphosphinate) C(CCC)P([O-])(=O)CC.C(CCC)P([O-])(=O)CC.C(CCC)P([O-])(=O)CC.[Fe+3]